N1(CCCCC1)C(=O)NC12CC3(CC(CC(C1)C3)C2)NC(=O)C2=NC=CC=C2 Pyridine-2-carboxylic acid {3-[(piperidine-1-carbonyl)-amino]-adamantan-1-yl}-amide